3-((1-oxo-6-(phenylsulfonyl)phthalazin-2(1H)-yl)methyl)pyridineamide O=C1N(N=CC2=CC(=CC=C12)S(=O)(=O)C1=CC=CC=C1)CC=1C(=NC=CC1)C(=O)N